O=C1N([Na])S(=O)(=O)C2=CC=CC=C12 Saccharin Sodium